(1S,3S)-3-(4-(oxazol-4-yl)phenoxy)cyclobutyl 4-methylbenzenesulfonate CC1=CC=C(C=C1)S(=O)(=O)OC1CC(C1)OC1=CC=C(C=C1)C=1N=COC1